((1-((4-chlorophenyl)sulfonyl)-5-(2-fluoropyridin-3-yl)-1H-pyrrol-3-yl)methyl)methane-d3-amine ClC1=CC=C(C=C1)S(=O)(=O)N1C=C(C=C1C=1C(=NC=CC1)F)CNC([2H])([2H])[2H]